[N+](=O)([O-])[Pt]([N+](=O)[O-])([N+](=O)[O-])([N+](=O)[O-])([N+](=O)[O-])[N+](=O)[O-] hexanitroplatinum